CC1=CCC2CC1C2(C)CC/C=C(/C)\\C(=O)O The molecule is a sesquiterpenoid that is alpha-bergamotene in which one of the methyl groups attached to the exocyclic C=C double bond has been oxidised to form the corresponding carboxylic acid. It has a role as a plant metabolite and an insecticide. It is a bridged compound, an alpha,beta-unsaturated monocarboxylic acid and a sesquiterpenoid. It derives from an alpha-bergamotene.